(7-(piperidin-4-yl)imidazo[1,2-a]pyridin-3-yl)dihydropyrimidine-2,4(1H,3H)-dione N1CCC(CC1)C1=CC=2N(C=C1)C(=CN2)N2C(NC(CC2)=O)=O